anthrone sodium [Na].C1=CC=CC=2CC3=CC=CC=C3C(C12)=O